FC(C(F)F)(F)OCCC 1,1,2,2-tetrafluoroethyl-propyl ether